CN(C1(CCOCC1)C1=CC=C(C=C1)C1=CC(=C(S1)C(=O)N1C[C@H](CC1)NC(OC(C)(C)C)=O)C)C tert-butyl (S)-(1-(5-(4-(4-(dimethylamino)tetrahydro-2H-pyran-4-yl)phenyl)-3-methylthiophene-2-carbonyl)pyrrolidin-3-yl)carbamate